C(C)OC(=O)C1(CC1)CN1C2COCC1CC2 1-((3-oxa-8-azabicyclo[3.2.1]oct-8-yl)methyl)cyclopropane-1-carboxylic acid ethyl ester